The molecule is a carboxylic ester resulting from the formal condensation of (1-hydroxycyclopentyl)(phenyl)acetic acid with N,N-dimethylethanolamine. A tertiary amine antimuscarinic with actions similar to atropine, it is used as its hydrochloride salt to produce mydriasis (excessive dilation of the pupil) and cycloplegia (paralysis of the ciliary muscle of the eye) for opthalmic diagnostic procedures. It acts more quickly than atropine and has a shorter duration of action. It has a role as a mydriatic agent, a parasympatholytic, a muscarinic antagonist and a diagnostic agent. It is a carboxylic ester, a tertiary amino compound and a tertiary alcohol. It derives from a (1-hydroxycyclopentyl)phenylacetic acid and a N,N-dimethylethanolamine. CN(C)CCOC(=O)C(C1=CC=CC=C1)C2(CCCC2)O